C(C)(C)(C)OC(=O)NCCN=C(NCCC(=O)N(CCCCCCCCCCCCCCCC)CCCCCCCCCCCCCCCC)NCCNC(=O)OC(C)(C)C 3-[N',N''-bis(2-tertbutyloxy-carbonylaminoethyl)guanidino]-N,N-dipalmityl-propionamide